BrC1=CC(=C2C(N(C(C2=C1)=O)CC1=CC=C(C=C1)OC)C1=C(C=CC(=C1)F)Cl)[N+](=O)[O-] 6-bromo-3-(2-chloro-5-fluorophenyl)-2-(4-methoxybenzyl)-4-nitroisoindol-1-one